(R)-N-(3-(tert-butyl)-1H-pyrazol-5-yl)-2-(1-(3-chlorophenyl)-1H-pyrazol-3-yl)propanamide C(C)(C)(C)C1=NNC(=C1)NC([C@H](C)C1=NN(C=C1)C1=CC(=CC=C1)Cl)=O